5-chloro-3,4-dimethoxybenzaldehyde ClC=1C(=C(C=C(C=O)C1)OC)OC